BrC=1C(=NC(=CC1)N1CC(CCC1)OC)F 3-bromo-2-fluoro-6-[3-methoxypiperidin-1-yl]pyridine